2,8-dibromo-dibenzo[b,d]furan BrC1=CC2=C(OC3=C2C=C(C=C3)Br)C=C1